COCCCCOC 1,4-dimethoxybutane